tert-Butyl 2-[1-[2-(3-isopropyl-[1,2,4]triazolo[4,3-a]pyridin-6-yl)-6-methyl-4-oxo-chromen-8-yl]ethylamino]benzoate C(C)(C)C1=NN=C2N1C=C(C=C2)C=2OC1=C(C=C(C=C1C(C2)=O)C)C(C)NC2=C(C(=O)OC(C)(C)C)C=CC=C2